BrC1=CC=C(C=C1)C1OC2=C(C(=CC(=C2C(C1)=O)OC)O)CC=C(C)C 2-(4-bromophenyl)-7-hydroxy-5-methoxy-8-(3-methylbut-2-en-1-yl)chroman-4-one